NC1=C(C(=NC=N1)NCC1C(CN(CC1)C(=O)OC(C)(C)C)OC)C1=CC=C(C=C1)OC1=CC=CC=C1 tert-butyl 4-(((6-amino-5-(4-phenoxyphenyl) pyrimidin-4-yl) amino) methyl)-3-methoxypiperidine-1-carboxylate